FC(=C(C(C(C(C(F)(F)F)(F)F)(F)F)(F)F)F)OC1=C(C(=O)O)C=CC(=C1)C(=O)O 2-(perfluorohexenoxy)terephthalic acid